C(=O)[O-].N1=C(C=CC=C1)C1=CC=[NH+]C=C1 [2,4']bipyridinyl-1'-ium formate